N1=CC=C(C=C1)CN1N=C(C=C1)N (pyridin-4-ylmethyl)-1H-pyrazol-3-amine